N-[(3R*)-1-(4-Chloro-3-cyano-1H-indol-7-yl)piperidin-3-yl]-6-[4-(dibutoxymethyl)piperidin-1-yl]pyridine-2-carboxamide ClC1=C2C(=CNC2=C(C=C1)N1C[C@@H](CCC1)NC(=O)C1=NC(=CC=C1)N1CCC(CC1)C(OCCCC)OCCCC)C#N |o1:12|